tert-butyl 8-methyl-4-[2-[4-(4-methylpiperazin-1-yl) anilino]-7-oxo-8-(3-pyridinyl) pyrido[2,3-d]pyrimidin-6-yl]-2,3-dihydroquinoxaline-1-carboxylate CC=1C=CC=C2N(CCN(C12)C(=O)OC(C)(C)C)C1=CC2=C(N=C(N=C2)NC2=CC=C(C=C2)N2CCN(CC2)C)N(C1=O)C=1C=NC=CC1